5-[2-(dimethylamino) ethyl]-2,2-dimethyl-4,9-dioxo-11-{4-[(1-oxooctadecyl) oxy] butyl}-5,8-diaza-3,10-dioxapentadec-15-yloctadecanoate CN(CCN(C(OC(C)(C)C)=O)CCNC(OC(CCCCOC(CCCCCCCCCCCCCCCCC)=O)CCCCOC(CCCCCCCCCCCCCCCCC)=O)=O)C